C(=O)(OCC1=CC=CC=C1)NCC(=O)O N-carbobenzyloxy-glycine